(2r,3R,4r,5S)-4-(tert-butoxycarbonyl)cubane-1-carboxylic acid C(C)(C)(C)OC(=O)C12C3C4C5(C(C14)C2C53)C(=O)O